tert-Butyl [4-({5-[(biphenyl-4-ylcarbonyl)amino]pyridin-2-yl}oxy)-3-methylphenyl]methylcarbamate C1(=CC=C(C=C1)C(=O)NC=1C=CC(=NC1)OC1=C(C=C(C=C1)CNC(OC(C)(C)C)=O)C)C1=CC=CC=C1